(Sulfinylbis(methylene))dicyclobutane S(=O)(CC1CCC1)CC1CCC1